4-Hydroxy-7-isopropyl-6-oxo-6,7-dihydro-thieno[2,3-b]pyridine-5-carboxylic acid (3-piperidin-1-yl-propyl)-amide potassium salt [K].N1(CCCCC1)CCCNC(=O)C1=C(C2=C(N(C1=O)C(C)C)SC=C2)O